FC=C(CNC(OC(C)(C)C)=O)CO tert-butyl (3-fluoro-2-(hydroxymethyl)allyl)carbamate